2,5-Dimethyl-4-propylbenzene-1,3-diol CC1=C(C=C(C(=C1O)CCC)C)O